C1CCC2=C(C=3CCCC3C=C12)NC(=O)N=[S@@](=O)(N)C=1C=NN2C1O[C@H](CC2)C (S,5S)-N'-((1,2,3,5,6,7-hexahydro-s-indacen-4-yl)carbamoyl)-5-methyl-6,7-dihydro-5H-pyrazolo[5,1-b][1,3]oxazine-3-sulfonimidamide